7-((6-((3aS,6aS)-hexahydropyrrolo[3,4-b]pyrrol-1(2H)-yl)-4-methylpyridin-2-yl)amino)-4-(1-methyl-1H-pyrrolo[2,3-b]pyridin-4-yl)-2,3-dihydro-1H-pyrrolo[3,4-c]pyridin-1-one N1([C@H]2[C@@H](CC1)CNC2)C2=CC(=CC(=N2)NC=2C1=C(C(=NC2)C2=C3C(=NC=C2)N(C=C3)C)CNC1=O)C